C(C1=CC=CC=C1)N1[C@@H](CC(C[C@@H]1C)(O)C1=C(C(=CC=C1)Cl)C)C (rac)-(2R,6S)-1-benzyl-4-(3-chloro-2-methylphenyl)-2,6-dimethylpiperidin-4-ol